(R)-6-chloro-N-(1-(2-chloroethyl)piperidin-3-yl)-4,5-dimethylpyridazin-3-amine ClC1=C(C(=C(N=N1)N[C@H]1CN(CCC1)CCCl)C)C